1,2-dihexanyl-sn-glycero-3-phosphocholine C(CCCCC)OC[C@@H](OCCCCCC)COP(=O)([O-])OCC[N+](C)(C)C